C(C)N1C=C(C2=CC=CC=C12)C=O N-ethyl-indole-3-carbaldehyde